CSC1=NC2=C(CC(C1)NC(OC(C)(C)C)=O)C=C(C=C2)C(F)(F)F tert-butyl [2-(methylsulfanyl)-7-(trifluoromethyl)-4,5-dihydro-3H-1-benzazepin-4-yl]carbamate